6-{7-[3-(4-fluoro-4-methylpiperidin-1-yl)propoxy]imidazo[1,2-a]pyridin-3-yl}-N-{[4-(1,3-oxazol-4-yl)phenyl]methyl}pyrimidin-4-amine FC1(CCN(CC1)CCCOC1=CC=2N(C=C1)C(=CN2)C2=CC(=NC=N2)NCC2=CC=C(C=C2)C=2N=COC2)C